ClC=1N=CC(=NC1)N1CCC(CC1)C(C)OC=1SC2=NC(=CC=C2N1)C=1C=NC(=CC1)S(=O)(=O)C 2-(1-(1-(5-chloropyrazin-2-yl)piperidin-4-yl)ethoxy)-5-(6-(methylsulfonyl)pyridin-3-yl)thiazolo[5,4-b]pyridine